S(CCC(=O)OCCCCCCCCCCCC)CCC(=O)OCCCCCCCCCCCC Dilauryl 3,3'-thiodipropionate